5-chloro-6-(4,4-difluorocyclohexyl)pyridin ClC=1C=CC=NC1C1CCC(CC1)(F)F